C(CCCCCCCCCCCCCC)(=O)OCCCCCCCCCCCCCCCCCCCC icosyl pentadecanoate